(Z)-1-(2-Hydroxy-4,6-dimethoxyphenyl)-3-phenylprop-2-en-1-one OC1=C(C(=CC(=C1)OC)OC)C(\C=C/C1=CC=CC=C1)=O